(E)-N'-chloro-2,2-difluoroacetimidamide Cl/N=C(\C(F)F)/N